FC=1C=C(C=C(C1)F)[C@@H]1CC[C@H]2OC3(C(N21)=O)CCN(CC3)C(=O)C=3N=C2N(C=CC=C2)C3 (5'S,7a'R)-5'-(3,5-difluoro-phenyl)-1-(imidazo[1,2-a]-pyridine-2-carbonyl)tetra-hydro-3'H-spiro[piperidine-4,2'-pyrrolo[2,1-b]oxazol]-3'-one